C(C)(=O)C=1C=C(C=CC1)NC(=O)NC=1C=C2C(N(C=NC2=CC1)CCN1CCCCC1)=O 1-(3-acetylphenyl)-3-(4-oxo-3-(2-(piperidin-1-yl)ethyl)-3,4-dihydroquinazolin-6-yl)urea